(2S)-2-(3,3-difluorocyclobutyl)-2-(6-(2-methyl-2H-pyrazolo[3,4-b]pyridin-5-yl)thieno[2,3-b]pyridin-2-yl)ethanol FC1(CC(C1)[C@@H](CO)C1=CC=2C(=NC(=CC2)C2=CC=3C(N=C2)=NN(C3)C)S1)F